(S)-2-((2-(2,6-difluoro-4-((tetrahydro-2H-pyran-4-yl)carbamoyl)phenyl)-7-methylimidazo[1,2-a]pyridin-3-yl)methyl)morpholine-4-carboxylic acid methyl ester COC(=O)N1C[C@@H](OCC1)CC1=C(N=C2N1C=CC(=C2)C)C2=C(C=C(C=C2F)C(NC2CCOCC2)=O)F